2-sulfonyl-aminobenzaldehyde S(=O)(=O)=C1C(C=O)C=CC=C1N